OC=1C=C(C=C(C1)O)\C=C\C1=CC(=C(C=C1)O)O 3,5,3',4'-tetrahydroxy-trans-stilbene